OC1=CC=C(C=C1)NC(=O)C1=CC=CC2=CC=CC=C12 N-(4-hydroxyphenyl)-1-naphthamide